L-1-methyl-tryptophan (R)-tert-butyl-4-(3-(3-bromo-2-methylphenoxy)propyl)-3,3-difluoropiperidine-1-carboxylate C(C)(C)(C)[C@H]1N(CCC(C1(F)F)CCCOC1=C(C(=CC=C1)Br)C)C(=O)O.CN1C=C(C[C@H](N)C(=O)O)C2=CC=CC=C12